CC(C(C)(C)OOC(C(CC)(C)C)(C)C)(CC)C tetramethylbutyl peroxide